N-(4-(8-ethyl-2-(((3S,5S)-5-fluoro-5-methylpiperidin-3-yl)amino)pyrido[3,2-d]pyrimidin-6-yl)-2-fluoro-phenyl)-1-(4-fluorophenyl)methanesulfonamide C(C)C1=CC(=NC2=C1N=C(N=C2)N[C@@H]2CNC[C@@](C2)(C)F)C2=CC(=C(C=C2)NS(=O)(=O)CC2=CC=C(C=C2)F)F